C(C1=CC=CC=C1)NC=1C(=NC=C(N1)Cl)S(=O)(C)=N (3-(benzylamino)-5-chloropyrazin-2-yl)(imino)(methyl)-λ6-sulfanone